C(N1N=CC=CC1=O)([2H])([2H])[2H] 2-(methyl-d3)pyridazin-3(2H)-one